6-(2-cyclopropyl-6-fluoro-4-(2-(methyl-d3)-2H-indazol-4-yl)benzyl)-6,7-dihydro-5H-pyrrolo[3,4-b]pyridin-5-one-7,7-d2 C1(CC1)C1=C(CN2C(C3=NC=CC=C3C2=O)([2H])[2H])C(=CC(=C1)C=1C2=CN(N=C2C=CC1)C([2H])([2H])[2H])F